FC=1C=C(C=C(C1F)F)CO (3,4,5-trifluorophenyl)methanol